C(=O)([O-])CN([C@@H](CCC(=O)[O-])C(=O)[O-])CC(=O)[O-].[Na+].[Na+].[Na+].[Na+].C1(CCCCC1)CC(=O)NC1=NC=CC(=C1)C=1C(=NN2C1CN(CC2)C)C2=CC=C(C=C2)F 2-cyclohexyl-N-(4-(2-(4-fluorophenyl)-5-methyl-4,5,6,7-tetrahydropyrazolo[1,5-a]pyrazin-3-yl)pyridin-2-yl)acetamide Tetrasodium N,N-bis(carboxylatomethyl)-L-glutamate